((9-methyl-6-(4-(trifluoromethoxy)piperidin-1-yl)-9H-purin-2-yl)methyl)carbamic acid tert-butyl ester C(C)(C)(C)OC(NCC1=NC(=C2N=CN(C2=N1)C)N1CCC(CC1)OC(F)(F)F)=O